COC1=CC=C2CC/C(/C2=C1)=C(\CO)/F (Z)-2-(6-Methoxy-1-indanylidene)-2-fluoroethanol